CC[NH+](CC)CC.CC[NH+](CC)CC.CC[NH+](CC)CC.C1CN(CCC1C(=O)ON2C(=O)CCC2=O)C(=O)COC3=CC(=C4C=CC5=C(C=C(C6=C5C4=C3C=C6)S(=O)(=O)[O-])S(=O)(=O)[O-])S(=O)(=O)[O-] The molecule is a fluorescent dye of absorption wavelength 401 nm and emission wavelength 421 nm derived from tris(triethylammonium)-8-hydroxypyrene-1,3,6-trisulfonate. It has a role as a fluorochrome. It contains a triethylammonium ion and an Alexa Fluor 405(3-). It derives from a hydride of a pyrene.